C1(CC1)C1=NC=NC(=C1C1=NC=CC(=N1)OCC1=CC=C(C=C1)C1=NC(=CC=C1C)C(F)(F)F)OC 4-cyclopropyl-6-methoxy-5-[4-[[4-[3-methyl-6-(trifluoromethyl)-2-pyridyl]phenyl]methoxy]pyrimidin-2-yl]pyrimidine